germanium-zinc sulfide [S-2].[Zn+2].[Ge+2].[S-2]